C(C)C1(C=CC=C1)[Zr](N(CC)CC)(N(CC)CC)N(CC)CC (ethylcyclopentadienyl)tris(diethylamino)zirconium